SC=1NC2=C(N1)C=CC=C2 2-mercapto-benzimidazole